[K+].C(=O)[O-].C(=O)[O-].[K+] Di-formic acid potassium salt